FC1=C(C(=CC=C1)F)C1=NC=2C(=NNC2C=2C=C(N=C(C2N1)C)C1CCOCC1)C 8-(2,6-difluorophenyl)-5,11-dimethyl-13-tetrahydropyran-4-yl-3,4,7,9,12-pentazatricyclo[8.4.0.02,6]tetradeca-1(10),2(6),4,7,11,13-hexaene